6-(2,4-dimethoxypyrimidin-5-yl)-3-fluoro-8-[(1S,2S)-2-pyrimidin-5-ylcyclopropyl]imidazo[1,2-b]pyridazine COC1=NC=C(C(=N1)OC)C=1C=C(C=2N(N1)C(=CN2)F)[C@@H]2[C@H](C2)C=2C=NC=NC2